4-(3-(3-methoxyphenyl)cyclobutyl)pyridine COC=1C=C(C=CC1)C1CC(C1)C1=CC=NC=C1